(8-(methylamino)-5-(4-(pyridin-4-ylmethoxy)phenyl)-2,7-naphthyridin-3-yl)cyclopropanecarboxamide CNC=1N=CC(=C2C=C(N=CC12)C1(CC1)C(=O)N)C1=CC=C(C=C1)OCC1=CC=NC=C1